NC=1C=C(OC2=CC(=NC=N2)NCC2=CC=CC=C2)C=CC1 6-(3-aminophenoxy)-N-benzylpyrimidin-4-amine